C(C1=CC=CC=C1)OC(C[C@@H](C)C=1C=NC=NC1N1CCN(CC1)C(=O)OC(C)(C)C)=O (R)-5-(4-(Benzyloxy)-4-oxobutan-2-yl)-6-(4-(tert-butoxycarbonyl)piperazin-1-yl)pyrimidine